2-[((3,4-dichlorophenyl)methoxy)imino]Malononitrile ClC=1C=C(C=CC1Cl)CON=C(C#N)C#N